tetrahydrofuran-3,4-diylbis(2,2-dimethylpropionate) O1CC(C(C1)CC(C(=O)[O-])(C)C)CC(C(=O)[O-])(C)C